N=1N2C(=C(C1)C(=O)O)CCC2 5,6-dihydro-4H-pyrrolo[1,2-b]pyrazole-3-carboxylic acid